silver(II)-oxide [O-2].[Ag+2]